C(C(=C)C)(=O)OCCOCCC n-propoxyethyl methacrylate